2-(((2-methyl-6-(1-methyl-5-(((4-phenylpyrimidin-2-yl)amino)methyl)-1H-pyrazol-4-yl)pyridin-3-yl)oxy)methyl)cyclohexane-1-carboxylic acid CC1=NC(=CC=C1OCC1C(CCCC1)C(=O)O)C=1C=NN(C1CNC1=NC=CC(=N1)C1=CC=CC=C1)C